C1(CC1)N1N=CC(=C1)[C@@H]1OCCC(C1)C=1N=C(C2=C(C(N(N=C2)C)=O)N1)C1=C(C=C(C=C1)F)F 2-[(2R)-2-(1-cyclopropylpyrazol-4-yl)tetrahydropyran-4-yl]-4-(2,4-difluorophenyl)-7-methyl-pyrimido[4,5-d]pyridazin-8-one